nitrodopamine [N+](=O)([O-])NCCC1=CC(O)=C(O)C=C1